(S)-2-(3-(4-chlorophenyl)ureido)-9-methyl-5,6,7,8-tetrahydro-4H-4,7-epiminocyclohepta[b]thiophene-3-carboxamide ClC1=CC=C(C=C1)NC(NC1=C(C2=C(S1)CC1CC[C@@H]2N1C)C(=O)N)=O